2-(3-Cyano-phenyl)-5-trifluoromethyl-2H-pyrazole-3-carboxylic acid [3-(hydroxy-naphthalen-1-yl-methyl)-phenyl]-amide OC(C=1C=C(C=CC1)NC(=O)C=1N(N=C(C1)C(F)(F)F)C1=CC(=CC=C1)C#N)C1=CC=CC2=CC=CC=C12